C#C[C@]1([C@H](O[C@H]([C@@H]1O)N2C=CC(=NC2=O)N)CO)O ETHYNYLCYTIDINE